tert-butyl (R)-(1-(7-(((3-amino-2,2-difluoropropyl)amino)methyl)imidazo[1,2-b]pyridazin-2-yl)-2-((1,1,1-trifluoro-2-methylpropan-2-yl)oxy)ethyl)carbamate NCC(CNCC1=CC=2N(N=C1)C=C(N2)[C@H](COC(C(F)(F)F)(C)C)NC(OC(C)(C)C)=O)(F)F